The molecule is a very long-chain hydroxy fatty acyl-CoA that results from the formal condensation of the thiol group of coenzyme A with the carboxy group of (S)-3-hydroxyhexacosanoic acid. It has a role as a Saccharomyces cerevisiae metabolite. It is a very long-chain fatty acyl-CoA and a hydroxy fatty acyl-CoA. It derives from a (S)-3-hydroxyhexacosanoic acid. CCCCCCCCCCCCCCCCCCCCCCC[C@@H](CC(=O)SCCNC(=O)CCNC(=O)[C@@H](C(C)(C)COP(=O)(O)OP(=O)(O)OC[C@@H]1[C@H]([C@H]([C@@H](O1)N2C=NC3=C(N=CN=C32)N)O)OP(=O)(O)O)O)O